Cl.ClCCCN(CC)CC (3-chloropropyl)diethylamine hydrochloride